OC(=O)C(F)(F)F.N1CC(C1)C1=C(N(N=C1)C1=CC(=C(C(=C1)C)F)C)N1C(N(C=C1)C1=CC(=C(C=C1)P(=O)(CC)CC)NC)=O 3-[4-(azetidin-3-yl)-2-(4-fluoro-3,5-dimethylphenyl)pyrazol-3-yl]-1-{4-[diethyl-(oxo)-λ5-phosphanyl]-3-(methylamino)phenyl}-2,3-dihydro-1H-imidazol-2-one TFA salt